bis(4-hydroxy-3-t-butyl-phenyl)acetic acid OC1=C(C=C(C=C1)C(C(=O)O)C1=CC(=C(C=C1)O)C(C)(C)C)C(C)(C)C